O1COC2=C1C=CC(=C2)C2=CC(=NN2CC2=C(C=CC=C2)Cl)COC(C(=O)O)(C)C [[5-(2H-1,3-Benzodioxol-5-yl)-1-[(2-chloro-phenyl)methyl]-1H-pyrazol-3-yl]methoxy]-2-methylpropanoic acid